FC=1C=C(COC2=CC=C(OC3CCN(CC3)C(=O)OC=3C=NC=C(C(=O)O)C3)C=C2)C=CC1 5-(((4-(4-((3-fluorobenzyl)oxy)phenoxy)piperidin-1-yl)carbonyl)oxy)nicotinic acid